(2-(2-isopropylphenyl)-[1,2,4]triazolo[1,5-a]pyridin-8-yl)methanol C(C)(C)C1=C(C=CC=C1)C1=NN2C(C(=CC=C2)CO)=N1